1-(1-phenylethyl)-1H-1,2,4-triazole-3-carboxamide C1(=CC=CC=C1)C(C)N1N=C(N=C1)C(=O)N